tert-butyl (E)-3-(3-ethynyl-4-(trifluoromethyl)styryl)azetidine-1-carboxylate C(#C)C=1C=C(/C=C/C2CN(C2)C(=O)OC(C)(C)C)C=CC1C(F)(F)F